3-(4-chloro-3-fluorophenyl)-5-(2-(3-fluoropyrrolidin-1-yl)-2-oxoethyl)thieno[3,2-c]pyridin-4(5H)-one ClC1=C(C=C(C=C1)C1=CSC2=C1C(N(C=C2)CC(=O)N2CC(CC2)F)=O)F